[3-(dimethylamino) propyl]-13-methyl-6-{5-[(2-methyl-1-oxoheptyl) oxy] pentyl}-8-oxo-9,13-diaza-7-oxatetradec-1-yl 2-methylheptanoate CC(C(=O)OCCCCCC(OC(NCCCN(CCCCN(C)C)C)=O)CCCCCOC(C(CCCCC)C)=O)CCCCC